N-(1-(7-Methoxyquinolin-5-yl)cyclopropyl)-2-methyl-5-((1-methylpiperidin-2-yl)methoxy)benzamide COC1=CC(=C2C=CC=NC2=C1)C1(CC1)NC(C1=C(C=CC(=C1)OCC1N(CCCC1)C)C)=O